5-((4-bromo-6-fluoro-1-(tetrahydro-2H-pyran-2-yl)-1H-benzo[d]imidazol-5-yl)oxy)-2-fluorobenzonitrile BrC1=C(C(=CC=2N(C=NC21)C2OCCCC2)F)OC=2C=CC(=C(C#N)C2)F